COC(=O)C=1C=NC(=CC1C1=C(C(=NC=C1OC)C)F)C.C(C1CO1)OC[Si](OC)(OC)OC (3,2-epoxypropoxy)methyl-trimethoxysilane methyl-3'-fluoro-5'-methoxy-2',6-dimethyl-(4,4'-bipyridine)-3-carboxylate